3,5-diethyl-2,4-toluenediamine C(C)C1=C(C(C)=CC(=C1N)CC)N